BrC=1C=CC(=C2COCC12)CC(=O)O 2-(7-Bromo-1,3-dihydroisobenzofuran-4-yl)acetic acid